C[Si](C)(C)N[Si](C)(C)C 1,1,3,3,3-hexamethyldisilazane